BrC=1C=CC(=C(C=O)C1)OCC1=C(C=CC=C1)Cl 5-bromo-2-((2-chlorobenzyl)oxy)benzaldehyde